1H-pyrrole-3-formaldehyde oxime N1C=C(C=C1)C=NO